C1=C2C=3C(C=CNC3C=C1)=CC1=CC=CC=C12 4H-naphtho[3,2,1-de]quinoline